C(C1=CC=CC=C1)OC(CC(C(=O)O)=C)=O 2-[2-(benzyloxy)-2-oxoethyl]acrylic acid